[Li+].C(#N)C1(OCC1)C(=O)[O-] 2-Cyanooxetane-2-carboxylic acid lithium salt